(2-((2R,3S,4S,5S,6R)-6-((3'-(hex-5-yn-1-yl)-[1,1'-biphenyl]-4-yl)oxy)-3,4,5-trihydroxytetrahydro-2H-pyran-2-yl)ethyl)phosphonic acid C(CCCC#C)C=1C=C(C=CC1)C1=CC=C(C=C1)O[C@@H]1[C@H]([C@H]([C@@H]([C@H](O1)CCP(O)(O)=O)O)O)O